N-(3-(2-((6-methoxypyridin-3-yl)amino)-8,9-dihydroimidazo[1',2':1,6]pyrido[2,3-d]pyrimidin-6-yl)-4-methylphenyl)-4-(trifluoromethyl)picolinamide COC1=CC=C(C=N1)NC=1N=CC2=C(N1)N1C(C(=C2)C=2C=C(C=CC2C)NC(C2=NC=CC(=C2)C(F)(F)F)=O)=NCC1